ClC=1C(=NC=CC1NC=1C=C2CN(C(C2=CC1)=O)C1=CC(=CC=C1)NC1=CC=NC=C1)C 5-(3-chloro-2-methylpyridin-4-ylamino)-2-(3-(pyridin-4-ylamino)phenyl)isoindolin-1-one